CC1=CC=C(C(=N1)C(=O)O)N1N=CC=C1 6-methyl-3-(1H-pyrazol-1-yl)picolinic acid